4-((2-(vinyloxy)phenyl)ethynyl)benzonitrile C(=C)OC1=C(C=CC=C1)C#CC1=CC=C(C#N)C=C1